O=C1NC(CCC1N1C(C2=CC=CC(=C2C1=O)SCC(=O)NC)=O)=O 2-((2-(2,6-dioxopiperidin-3-yl)-1,3-dioxoisoindolin-4-yl)thio)-N-methylacetamide